C1(CCC1)NC(CN1N=C(C=CC1=O)C=1SC(=NN1)C1=C(C=CC(=C1)Cl)Cl)=O N-cyclobutyl-2-(3-(5-(2,5-dichlorophenyl)-1,3,4-thiadiazol-2-yl)-6-oxopyridazin-1(6H)-yl)acetamide